C(\C=C/CCCCCC)OC(CCCCCCCC(CCCCCCCC(=O)OC\C=C/CCCCCC)OC(CCCN(C)C)=O)=O 9-(4-(dimethylamino)butyryloxy)heptadecanedioic acid di((Z)-non-2-en-1-yl) ester